FC=1C=NC(=NC1)CC1CN(CCC1)CC1=NN=C(S1)NC(C)=O N-(5-((3-((5-fluoropyrimidin-2-yl)methyl)piperidin-1-yl)methyl)-1,3,4-thiadiazol-2-yl)acetamide